C=1(C(=CC=CC1)C(=O)OOC(C)(C)C)C(=O)OOC(C)=O 1-O-acetyl 2-O-tert-butyl benzene-1,2-dicarboperoxoate